(R)-4-(1-(2,4-difluorophenyl)ethyl)-1-(2-(pyrimidin-4-yl)nicotinoyl)piperidine-4-carbonitrile FC1=C(C=CC(=C1)F)[C@H](C)C1(CCN(CC1)C(C1=C(N=CC=C1)C1=NC=NC=C1)=O)C#N